3-[6-(6-isopropylsulfanyl-pyridin-2-yl)-chroman-2-yl]-propionic acid ethyl ester C(C)OC(CCC1OC2=CC=C(C=C2CC1)C1=NC(=CC=C1)SC(C)C)=O